CC=1N=CSC1C(=O)NN 4-methylthiazole-5-carbohydrazide